propane-1-sulfonic acid [3-(1H-pyrrolo[2,3-b]pyridine-3-carbonyl)-2,4-difluoro-phenyl] amide N1C=C(C=2C1=NC=CC2)C(=O)C=2C(=C(C=CC2F)NS(=O)(=O)CCC)F